N-[2-(4-chlorophenyl)ethyl]-N-(1,4-dioxaspiro[4.5]dec-8-yl)-2-isobutylbenzamide ClC1=CC=C(C=C1)CCN(C(C1=C(C=CC=C1)CC(C)C)=O)C1CCC2(OCCO2)CC1